Cl.FC1=C(C=C(OC2CC(C2)NCC2=C3C=CN=CC3=CC=C2)C=C1)C(C)C (1r,3r)-3-(4-fluoro-3-isopropylphenoxy)-N-(isoquinolin-5-ylmethyl)cyclobutan-1-amine hydrochloride